4-((2-Ethyl-4-(2',3',4',5'-tetrahydro-[1,1'-biphenyl]-4-yl)-1H-benzo[d]imidazol-1-yl)methyl)benzoic acid C(C)C1=NC2=C(N1CC1=CC=C(C(=O)O)C=C1)C=CC=C2C2=CC=C(C=C2)C=2CCCCC2